tert-butyl 4-(1-(4-(tert-butoxycarbonyl)-6-(methylcarbamoyl) pyridin-2-yl) ethyl)-1H-pyrrolo[2,3-c]pyridine-1-carboxylate C(C)(C)(C)OC(=O)C1=CC(=NC(=C1)C(NC)=O)C(C)C1=C2C(=CN=C1)N(C=C2)C(=O)OC(C)(C)C